FC1=NC=CC=C1NC1=C(C(NC=C1)=O)C(=O)NC1=CC=C(C=C1)N1CCN(CC1)C 4-((2-Fluoropyridin-3-yl)amino)-N-(4-(4-methylpiperazin-1-yl)phenyl)-2-oxo-1,2-dihydropyridine-3-carboxamide